(5,6-Diphenyl-furo[2,3-d]pyrimidin-4-ylamino)-acetic acid C1(=CC=CC=C1)C1=C(OC=2N=CN=C(C21)NCC(=O)O)C2=CC=CC=C2